O=C1N(CCC(N1)=O)C1=CC=C(CN2CCN(CC2)C2=CC=C(C(=O)NC3=CC(=C(C=C3)C)NC3=NC=CC(=N3)C=3C=NC=CC3)C=C2)C=C1 4-(4-(4-(2,4-dioxotetrahydropyrimidin-1(2H)-yl)benzyl)piperazin-1-yl)-N-(4-methyl-3-((4-(pyridin-3-yl)pyrimidin-2-yl)amino)phenyl)benzamide